FC(C1(NC(NC1=O)=O)C1=CC=C(C(=O)O)C=C1)F 4-(4-difluoromethyl-2,5-dioxoimidazolidin-4-yl)benzoic acid